S[C-]1C=CC=C1.[CH-]1C=CC=C1.[Fe+2] sulfydryl-ferrocene